O1C(CC1)C(C)(C)C1OCC1 2,2-bis(2-oxetanyl)propane